C9-Nonanoic acid CCCCCCCCC(=O)O